(R)-N-(1-((3-ethoxypyridin-2-yl)oxy)-2-methylpropan-2-yl)-2-(1-methyl-pyrrolidin-2-yl)acetamide C(C)OC=1C(=NC=CC1)OCC(C)(C)NC(C[C@@H]1N(CCC1)C)=O